N-[3-chloro-4-[3-[[(3R)-pyrrolidine-3-carbonyl]amino]pyrrolidine-1-carbonyl]phenyl]-5-(2,3-difluoro-4-methoxy-phenyl)-1-methyl-imidazole-2-carboxamide formate C(=O)O.ClC=1C=C(C=CC1C(=O)N1CC(CC1)NC(=O)[C@H]1CNCC1)NC(=O)C=1N(C(=CN1)C1=C(C(=C(C=C1)OC)F)F)C